N-(5-Chloro-6-(difluoromethoxy)pyridin-3-yl)-8-cyano-7-methyl-2-(trifluoromethyl)-2,3-dihydro-4H-pyrido[4,3-b][1,4]oxazine-4-carboxamide ClC=1C=C(C=NC1OC(F)F)NC(=O)N1C2=C(OC(C1)C(F)(F)F)C(=C(N=C2)C)C#N